IC=1C=CC=C(C1)N 5-iodo-N-phenylamine